C(C=C)S(C[C@H](N)C(=O)O)=O S-allylcysteine S-oxide